6-(6-chloro-2,5-dimethylpyrimidin-4-yl)-5,6,7,8-tetrahydro-1,6-naphthyridin-3-amine ClC1=C(C(=NC(=N1)C)N1CC=2C=C(C=NC2CC1)N)C